FC1=C(CN2C(NC(N=C2)=O)=O)C=C(C(=C1)F)F (E)-1-(2,4,5-trifluorobenzyl)-1,3,5-triazine-2,4(1H,3H)-dione